OC(CNCC=1N=NN(C1)C1=CC=C(C=N1)C#N)C=1C(=C2COC(C2=CC1)=O)C 6-(4-(((2-hydroxy-2-(4-methyl-1-oxo-1,3-dihydroisobenzofuran-5-yl)ethyl)amino)methyl)-1H-1,2,3-triazol-1-yl)pyridine-3-carbonitrile